C1(=CC=CC=C1)S(=O)(=O)NC(=O)C=1C(=NC(=CC1)N1N=C(C=C1)OCC1C2(C13CC3)CC2)Cl N-(benzenesulfonyl)-2-chloro-6-[3-(dispiro[2.0.2.1]hept-7-ylmethoxy)pyrazol-1-yl]pyridine-3-carboxamide